N-[4-[(6,7-Dimethoxy-1,5-naphthyridin-4-yl)oxy]phenyl]-2-ethyl-5-(furan-2-yl)-1,6-dimethyl-4-oxopyridine-3-carboxamide COC=1N=C2C(=CC=NC2=CC1OC)OC1=CC=C(C=C1)NC(=O)C1=C(N(C(=C(C1=O)C=1OC=CC1)C)C)CC